2,6-dimethyl-3-heptanol CC(C)C(CCC(C)C)O